N1CCC(CC1)S(=O)(=O)N1CCN(CC1)C=1C=NC=C(C1)C(F)(F)F 1-(piperidin-4-ylsulfonyl)-4-(5-(trifluoromethyl)pyridin-3-yl)piperazine